4-amino-N-ethyl-3-nitrobenzenesulfonamide NC1=C(C=C(C=C1)S(=O)(=O)NCC)[N+](=O)[O-]